[Si](C)(C)(C(C)(C)C)OC1CCC(=CC1)C1=C(C=C(C=C1)F)C1CCN(CC1)[C@@H]1COC2(CN(C2)C(=O)OC(C)(C)C)C1 tert-butyl (7S)-7-(4-(4'-((tert-butyl dimethyl silyl)oxy)-4-fluoro-2',3',4',5'-tetrahydro-[1,1'-biphenyl]-2-yl)piperidin-1-yl)-5-oxa-2-azaspiro[3.4]octane-2-carboxylate